[Cl-].[Cl-].CC1=C(C(=C(C1[Zr-2](C1C=CC2=C(C=CC=C12)Br)(=[SiH2])=[SiH2])C)C)C Tetramethyldisilylenecyclopentadienyl-(4-bromo-indenyl)zirconium(IV) dichloride